3-chloropyrazin-2-amine ClC=1C(=NC=CN1)N